CS(=O)(=O)OCC1=C2C(=NC(=C1)N1[C@@H](COCC1)C)N(N=C2)C2=NN(C=C2)COCC[Si](C)(C)C (R)-(6-(3-methylmorpholino)-1-(1-((2-(trimethylsilyl)ethoxy)methyl)-1H-pyrazol-3-yl)-1H-pyrazolo[3,4-b]pyridin-4-yl)methyl methanesulfonate